BrCCCCC(=O)N[C@H](C(=O)N1[C@H](C[C@H](C1)O)C(=O)NCC1=CC=C(C=C1)C1=C(N=CS1)C)C(C)(C)C (2r,4r)-1-((S)-2-(5-bromopentanamido)-3,3-dimethylbutyryl)-4-hydroxy-N-(4-(4-methylthiazol-5-yl)benzyl)pyrrolidine-2-carboxamide